C(C)(C)(C)OC(=O)N1CC=2N(CC1)C(=NC2)C2CC2 3-cyclopropyl-5,6-dihydroimidazo[1,5-a]pyrazine-7(8H)-carboxylic acid tert-butyl ester